CCC(CC)NC(=O)C1=CN=C(O1)C1=CC(=CC=C1)C1=NNC(=N1)C(NC(CC)CC)=O N-(pentan-3-yl)-2-(3-(5-(pentan-3-ylcarbamoyl)-1H-1,2,4-triazol-3-yl)phenyl)oxazole-5-carboxamide